ClC=1C=CC(=NC1)C1=NC(=CC=2N=C(N(C(C21)=O)C)C)N2C[C@@H](OCC2)C=2C=NN(C2)C (S)-5-(5-chloropyridin-2-yl)-2,3-dimethyl-7-(2-(1-methyl-1H-pyrazol-4-yl)morpholino)pyrido[4,3-d]pyrimidin-4(3H)-one